C(C)(=O)NC1=NSC(=N1)C1=C(C(N(C=C1)C1=NC=C(C(=C1)C1=CC(=NC=C1OC)C(F)F)C(=O)N)=O)F (3-acetamido-1,2,4-thiadiazol-5-yl)-2''-(difluoromethyl)-3-fluoro-5''-methoxy-2-oxo-2H-[1,2':4',4''-terpyridin]-5'-carboxamide